O1C(COC2=NC=CC=C21)COC2=NC(N1C(C3=CC=C(C=C3CC1)C=1C(=NC=CC1)OC)=C2)=O 2-(2,3-Dihydro-[1,4]dioxino[2,3-b]pyridin-2-ylmethoxy)-9-(2-methoxy-pyridin-3-yl)-6,7-dihydro-pyrimido[6,1-a]isoquinolin-4-one